Cl.C(#N)C[C@@H]1N(CCN(C1)C=1C2=C(N=C(N1)OC[C@H]1NCC(C1)(F)F)CN(CC2)C2=CC=CC1=CC=CC=C21)C(=O)OCC2=CC=CC=C2 Benzyl (S)-2-(cyanomethyl)-4-(2-(((S)-4,4-difluoropyrrolidin-2-yl)methoxy)-7-(naphthalen-1-yl)-5,6,7,8-tetrahydropyrido[3,4-d]pyrimidin-4-yl)piperazine-1-carboxylate hydrochloride